F[C@@H]1[C@H]2CC[C@@H](C[C@@H]1N(C=1N=NC(=CN1)C1=CC3=C(C=CC=N3)S1)C)N2C(=O)OC(C)(C)C |r| (±)-tert-butyl (1R,2S,3S,5S)-2-fluoro-3-(methyl(6-(thieno[2,3-e]pyridin-2-yl)-1,2,4-triazin-3-yl)amino)-8-azabicyclo[3.2.1]octane-8-carboxylate